(2S)-2-amino-3,3-dicyclopropyl-N-[6-fluoro-5-(2-methyl-1-oxido-pyridin-1-ium-3-yl)-2-pyridyl]propenamide NC(C(=O)NC1=NC(=C(C=C1)C=1C(=[N+](C=CC1)[O-])C)F)=C(C1CC1)C1CC1